tert-butyl (exo)-3-({6-[5-fluoro-4-(1-methylpyrazol-4-yl)-1H-indazol-7-yl] pyridazin-3-yl}(methyl)amino)-8-azabicyclo[3.2.1]octane-8-carboxylate FC=1C(=C2C=NNC2=C(C1)C1=CC=C(N=N1)N(C1CC2CCC(C1)N2C(=O)OC(C)(C)C)C)C=2C=NN(C2)C